α-(N-tert-butoxycarbonyl-4-amino-1-butyl)-1-methoxycarbonyl-3-indoleacetic acid methyl ester COC(C(C1=CN(C2=CC=CC=C12)C(=O)OC)CCCCNC(=O)OC(C)(C)C)=O